3,5-dibromo-1-(4-hydroxy-4-methylpentyl)pyrazole-4-carboxylic acid ethyl ester C(C)OC(=O)C=1C(=NN(C1Br)CCCC(C)(C)O)Br